bis(4-nitrophenyl)iodonium tetrafluoroborate F[B-](F)(F)F.[N+](=O)([O-])C1=CC=C(C=C1)[I+]C1=CC=C(C=C1)[N+](=O)[O-]